N1C=C(C2=CC=CC=C12)C1=NC(=NC=C1)NC1=CC(=C(C=C1OC)NCCO)NC1=NC=NC=C1 2-((4-((4-(1H-indol-3-yl)pyrimidin-2-yl)amino)-5-methoxy-2-(pyrimidin-4-ylamino)phenyl)amino)ethan-1-ol